S1C(=NC2=C1C=CC=C2)NC=2C(=C(CN1CCN(CC1)C(=O)C1CCCC1)C=CC2)C (4-(3-(benzo[d]thiazol-2-ylamino)-2-methylbenzyl)piperazin-1-yl)(cyclopentyl)methanone